3-amino-1-(2,2-dimethylcyclopropyl)pyridin-2(1H)-one NC=1C(N(C=CC1)C1C(C1)(C)C)=O